ISOINDOLIN-1,3-DION C1(NC(C2=CC=CC=C12)=O)=O